ClC1=C(C=CC(=C1)CNCCCCOCCNC1=NC2=C(C3=CN=CC=C13)C=CC(=C2)C(=O)N)C2=CC=CC=C2 5-((2-(4-(((2-Chloro-[1,1'-biphenyl]-4-yl)methyl)amino)butoxy)ethyl)amino)benzo[c][2,6]naphthyridine-8-carboxamide